ClC=1C(=C(OC2CCC(CC2)NC(=O)C2=CC=C(N=N2)N2CCC(CC2)CCCCCC(=O)O)C=CC1[N+]#[C-])C 6-(1-(6-(((1r,4r)-4-(3-chloro-4-isocyano-2-methylphenoxy)cyclohexyl)carbamoyl)pyridazin-3-yl)piperidin-4-yl)hexanoic acid